CC[N+]1(CCOCC1)C.[Br-] 1-ethyl-1-methylmorpholinium bromide